OC=1C=C2CCC(C(C2=CC1)C1=CC=C(C=C1)C1CCN(CC1)C(=O)OC(C)(C)C)C1=CC=CC=C1 tert-Butyl 4-(4-(6-hydroxy-2-phenyl-1,2,3,4-tetrahydronaphthalen-1-yl)phenyl)piperidine-1-carboxylate